O=C1NC(CCC1N1C(C2=CC=C(C=C2C1=O)N1CCN(CC1)C(=O)C1=CC(=C(C(=O)O)C=C1)C)=O)=O 4-(4-{2-[2,6-DIOXOPIPERIDIN-3-YL]-1,3-DIOXOISOINDOL-5-YL}PIPERAZINE-1-CARBONYL)-2-METHYLBENZOIC ACID